N-[5-(2-chloro-6-methyl-4-pyridyl)-4-(3-cyanophenyl)thiazol-2-yl]-4-hydroxy-4-methylpiperidine-1-carboxamide ClC1=NC(=CC(=C1)C1=C(N=C(S1)NC(=O)N1CCC(CC1)(C)O)C1=CC(=CC=C1)C#N)C